tert-butyl 4-(((4-chloro-2-(methylthio)pyrimidin-5-yl)methyl)amino)-3,4-dihydroquinoline-1(2H)-carboxylate ClC1=NC(=NC=C1CNC1CCN(C2=CC=CC=C12)C(=O)OC(C)(C)C)SC